N-methyl-3-(1-methylimidazol-4-yl)-4-[[3-methyl-5-(trifluoromethyl)-2-pyridyl]amino]benzenesulfonamide CNS(=O)(=O)C1=CC(=C(C=C1)NC1=NC=C(C=C1C)C(F)(F)F)C=1N=CN(C1)C